ethyl-N-piperidin-4-ylcarboxamide C(C)C(=O)NC1CCNCC1